[Pd].CC1=C(C=CC=C1)P (2-methylphenyl-phosphine) palladium